C(#N)C1=C(C=C(C=N1)C(=O)NCC(C)C)C1=CC(=CC(=C1)F)F 6-cyano-5-(3,5-difluorophenyl)-N-(2-methylpropyl)pyridine-3-carboxamide